N1CCC2(CC1)OC(C1=CC=CC=C12)C#N spiro[1H-isobenzofuran-3,4'-piperidine]-1-carbonitrile